phytol CC(C)CCC[C@@H](C)CCC[C@@H](C)CCC\C(\C)=C\CO